C(CCC)C(C)C1=CC=CC=C1 2-n-butyl-2-phenylethane